3-Benzylthio-5-chloro-4-methoxy-benzoic acid methyl ester COC(C1=CC(=C(C(=C1)Cl)OC)SCC1=CC=CC=C1)=O